F[C@H]1CN(CC[C@H]1NC1=CC=CC=2N1N=C(C2CC(F)(F)F)C#CCNC(C2=CN=C(C=C2)C)=O)C N-[3-(7-{[(3S,4R)-3-fluoro-1-methylpiperidin-4-yl]amino}-3-(2,2,2-trifluoroethyl)pyrazolo[1,5-a]pyridin-2-yl)prop-2-yn-1-yl]-6-methylnicotinamide